ClCC(=O)N1C2=C(OC[C@@H]1C)N=C(C(=C2)CC2=CC=C(C=C2)F)C(=O)N (S)-1-(2-chloroacetyl)-7-(4-fluorobenzyl)-2-methyl-2,3-dihydro-1H-pyrido[2,3-b][1,4]oxazine-6-carboxamide